Cyclopentyl (2-((S)-1-(2,3-difluorobenzyl)-5-oxopyrrolidin-2-yl)acetyl)-L-valinate FC1=C(CN2[C@@H](CCC2=O)CC(=O)N[C@@H](C(C)C)C(=O)OC2CCCC2)C=CC=C1F